5-[(2S,6R)-2-[[6-(3-aminoazetidin-1-yl)spiro[1H-isobenzofuran-3,3'-azetidine]-1'-yl]methyl]-6-methyl-morpholin-4-yl]-2-deuterio-quinoline-8-carbonitrile NC1CN(C1)C1=CC=C2C(=C1)COC21CN(C1)C[C@H]1CN(C[C@H](O1)C)C1=C2C=CC(=NC2=C(C=C1)C#N)[2H]